FC(CC[C@@H](C(C(=O)NC)O)NC(=O)[C@H]1N(CC2(C1)CCCCC2)C([C@H](C(C)(C)C)NC(OC)=O)=O)(C)F methyl ((2S)-1-((3S)-3-(((3S)-6,6-difluoro-2-hydroxy-1-(methylamino)-1-oxoheptan-3-yl)carbamoyl)-2-azaspiro[4.5]decan-2-yl)-3,3-dimethyl-1-oxobutan-2-yl)carbamate